ClC1=CC(=C(C=N1)C1=NC=C(C=C1F)CN1CC(C(C1)(C)C)O)NCC[C@@H](C)O 1-((6'-chloro-3-fluoro-4'-(((R)-3-hydroxybutyl)amino)-[2,3'-bipyridin]-5-yl)methyl)-4,4-dimethylpyrrolidin-3-ol